Ethyl 2,5-bis(benzyloxy)-4-(hydroxymethyl)benzoat C(C1=CC=CC=C1)OC1=C(C(=O)OCC)C=C(C(=C1)CO)OCC1=CC=CC=C1